5-(2-thienyl)-8-trifluoromethylpyrazino[2,3-D]pyridazine S1C(=CC=C1)C1=C2C(=C(N=N1)C(F)(F)F)N=CC=N2